FC1=C(C(=C(C=C1OC)OC)F)N1C(N(C2=C(C1)C=NC1=C2C=C(N1)CN1CCOCC1)C)=S 3-(2,6-Difluoro-3,5-dimethoxyphenyl)-1-methyl-8-(morpholinomethyl)-1,3,4,7-tetrahydro-2H-pyrrolo[3',2':5,6]pyrido[4,3-d]pyrimidine-2-thione